P(=O)(O)(O)OCC=1C(=C(C(=NC1)C)O)C=O pyridoxal 5'-phosphoate